1,2,3,3-tetramethyl-3H-indole iodide [I-].CN1C(C(C2=CC=CC=C12)(C)C)C